[Si](O)(O)(O)O silantetraol